(5-nitro-6-oxo-1,6-dihydropyridine-2-carbonyl)glycine methyl ester COC(CNC(=O)C=1NC(C(=CC1)[N+](=O)[O-])=O)=O